9,9-dimethoxy-1,5-nonadien-3-yne COC(CCC=CC#CC=C)OC